tert-butyl ((1R,3S)-3-((7-cyano-5-(isopropylamino)-2,6-naphthyridin-3-yl)amino)cyclopentyl)(methyl)carbamate C(#N)C1=NC(=C2C=C(N=CC2=C1)N[C@@H]1C[C@@H](CC1)N(C(OC(C)(C)C)=O)C)NC(C)C